1,5-Dimethyl-2-oxo-N-[6-(trifluoromethyl)-3-pyridyl]-6,7-dihydro-5H-cyclopenta[b]pyridine-3-carboxamide CN1C2=C(C=C(C1=O)C(=O)NC=1C=NC(=CC1)C(F)(F)F)C(CC2)C